C(C)(C)(C)OC(=O)N1C[C@H](CC1)[C@@H](C(=O)OC(C)(C)C)CC=1C=C(C2=C(C=CO2)C1)Br (R)-3-((S)-3-(7-bromobenzofuran-5-yl)-1-(tert-butoxy)-1-oxopropane-2-yl)pyrrolidine-1-carboxylic acid tert-butyl ester